ClC1=NN(C2=NC(=NC=C21)Cl)CCCOC2=NN(C=C2[N+](=O)[O-])[C@H]2[C@@H](COCC2)F trans-3,6-dichloro-1-(3-((1-(3-fluorotetrahydro-2H-pyran-4-yl)-4-nitro-1H-pyrazol-3-yl)oxy)propyl)-1H-pyrazolo[3,4-d]pyrimidine